CN1CCCC2=C(C=CC=C12)N1N=CC(=C1C(F)(F)F)C(=O)O 1-(1-methyl-1,2,3,4-tetrahydroquinolin-5-yl)-5-(trifluoromethyl)-1H-pyrazole-4-carboxylic acid